C(#N)C=1C=CC(=NC1)COC1=CC=CC(=N1)N1C[C@@H](N(CC1)C(=O)OC(C)(C)C)C tert-butyl (S)-4-(6-((5-cyanopyridin-2-yl)methoxy)pyridin-2-yl)-2-methylpiperazine-1-carboxylate